propen-2-ylamine hydrochloride Cl.C=C(C)N